tri(2-ethylhexyl) phosphite P(OCC(CCCC)CC)(OCC(CCCC)CC)OCC(CCCC)CC